3-(6-amino-2-fluoro-8-((3-fluoro-6-iodo-2,3-dihydro-1H-inden-5-yl)methyl)-9H-purin-9-yl)-N-isobutylpropanamide NC1=C2N=C(N(C2=NC(=N1)F)CCC(=O)NCC(C)C)CC=1C=C2C(CCC2=CC1I)F